benzotriazol-1-yl-oxytripyrrolidinophosphobenzotriazole hexafluorophosphate F[P-](F)(F)(F)(F)F.N1(N=NC2=C1C=CC=C2)OC2N(CCC2)C2=C(C1=C(NN=N1)C(=C2N2CCCC2)N2CCCC2)P(=O)=O